O=C1COCC1 (S)-3-oxo-tetrahydrofuran